O=C1C(=C2COCCN2C=C1)C(=O)N 8-oxo-3,4-dihydro-1H-pyrido[2,1-c][1,4]Oxazine-9-carboxamide